N-benzylisatoic anhydride C1CCC2C(C1)C(=O)OC(=O)N2CC3=CC=CC=C3